4-(1-ethoxy-1,3-dioxo-3-phenylpropan-2-yl)-3-nitrobenzoic acid methyl ester COC(C1=CC(=C(C=C1)C(C(=O)OCC)C(C1=CC=CC=C1)=O)[N+](=O)[O-])=O